6-bromo-2-(1-tert-butyl-2-oxopyrrolidin-3-yl)-2,3-dihydro-1H-isoindol-1-one BrC1=CC=C2CN(C(C2=C1)=O)C1C(N(CC1)C(C)(C)C)=O